ethyl 2-isocyanatoacetate N(=C=O)CC(=O)OCC